2-glycidyloxypropyl-trimethoxysilane C(C1CO1)OC(C[Si](OC)(OC)OC)C